O=C(CNC(=O)C1=NNC(=C1)C=1C=NC=CC1)N1CC(C1)OC1=CC(=CC=C1)C(F)(F)F 5-Pyridin-3-yl-1H-pyrazole-3-carboxylic acid {2-oxo-2-[3-(3-trifluoromethyl-phenoxy)-azetidin-1-yl]-ethyl}-amide